C(C1=CC=CC=C1)OC(=O)N1CCN(CC1)C1=CC=C(C=C1)[C@H](C)NC=1N=CC2=C(N1)N(C(C=C2)=O)[C@@H](C)C(C)C Benzyl-4-{4-[(1S)-1-({8-[(2S)-3-methylbutan-2-yl]-7-oxo-7,8-dihydropyrido[2,3-d]pyrimidin-2-yl}amino) ethyl]phenyl}piperazin-1-carboxylat